9,9-bis(4-amino-3-methylphenyl)fluorene methyl-5-[(2-ethylspiro[6,7-dihydrothieno[3,2-c]pyran-4,4'-piperidine]-1'-yl)methyl]pyridine-2-carboxylate COC(=O)C1=NC=C(C=C1)CN1CCC2(CC1)OCCC1=C2C=C(S1)CC.NC1=C(C=C(C=C1)C1(C2=CC=CC=C2C=2C=CC=CC12)C1=CC(=C(C=C1)N)C)C